C(CC)C1=CC=C(C=C1)C(C=C)=O 1-(4-propylphenyl)prop-2-en-1-one